OCOCO hydroxy-methyl ether